C1(CCCCC1)[NH2+]C1CCCCC1.C(=O)(OC(C)(C)C)N[C@@H](CCN=[N+]=[N-])C(=O)[O-] N-Boc-4-azido-L-homoalanine (dicyclohexylammonium) salt